CC1(CC=C(CC1)C=1C=CC=C2C=C(C=NC12)C(=O)O)C 8-(4,4-dimethylcyclohex-1-en-1-yl)quinoline-3-carboxylic acid